[8-[2-(tert-Butoxycarbonylamino)-3-methyl-butyl]-6-ethoxycarbonyl-5-oxo-1,8-naphthyridin-3-yl]boronic acid C(C)(C)(C)OC(=O)NC(CN1C=C(C(C=2C=C(C=NC12)B(O)O)=O)C(=O)OCC)C(C)C